benzyl (1s,5r)-3-oxo-8-azabicyclo[3.2.1]octane-8-carboxylate O=C1C[C@@H]2CC[C@H](C1)N2C(=O)OCC2=CC=CC=C2